nitro-toluylthiosulfonate [N+](=O)([O-])C=1C(=C(C=CC1)C)S(=S)(=O)[O-]